NC=1C=NC2=CC=CC(=C2C1)Cl 3-amino-5-chloroquinolin